6-bromo-8-(((S or R)-(tetrahydrofuran-3-yl)oxy)imidazo[1,2-a]pyrazin-2-yl)((3R,3'R)-3'-hydroxy-1,4-dihydro-2H-spiro[isoquinoline-3,4'-piperidin]-1'-yl)methanone BrC=1C=C2C[C@@]3([C@@H](CN(CC3)C=O)O)NCC2=C(C1)C=1N=C2N(C=CN=C2)C1O[C@@H]1COCC1 |o1:29|